7-[4-cyano-4-(pyridin-2-yl)piperidin-1-yl]-3-oxa-9-azabicyclo[3.3.1]nonane-9-carboxylic acid ethyl ester C(C)OC(=O)N1C2COCC1CC(C2)N2CCC(CC2)(C2=NC=CC=C2)C#N